3-(2-(bis(methyl-d3)amino)ethyl-1,1,2,2-d4)-1H-indol-4-ol C([2H])([2H])([2H])N(C(C([2H])([2H])C1=CNC=2C=CC=C(C12)O)([2H])[2H])C([2H])([2H])[2H]